C(C)[C@]1(C(OCC=2C(N3CC=4C(=NC=5C=C(C(=C6C5C4[C@H](CC6)NC(C(C(C)O)(F)F)=O)C)F)C3=CC21)=O)=O)O N-((1S,9S)-9-ethyl-5-fluoro-9-hydroxy-4-methyl-10,13-dioxo-2,3,9,10,13,15-hexahydro-1H,12H-benzo[de]pyrano[3',4':6,7]indolizino[1,2-b]quinolin-1-yl)-2,2-difluoro-3-hydroxybutanamide